C(C)(C)(C)OC(NC(C(=O)NCCO)CCSC)=O (1-((2-hydroxyethyl)amino)-4-(methylthio)-1-oxobutan-2-yl)carbamic acid tert-butyl ester